C(CCC)SSC(C(=O)O)C 2-(butylmercapto-thio)propionic acid